3-(2-Acetyl-6-methyl-4-pyridyl)-2-(3-cyanophenyl)-N-(2-hydroxy-2-methyl-propyl)imidazo[1,2-b]pyridazine-6-carboxamide C(C)(=O)C1=NC(=CC(=C1)C1=C(N=C2N1N=C(C=C2)C(=O)NCC(C)(C)O)C2=CC(=CC=C2)C#N)C